6-(4-(((3r,4r)-4-hydroxy-3-(4-methyl-1-oxo-1,3-dihydroisobenzofuran-5-yl)piperidin-1-yl)methyl)-1H-pyrazol-1-yl)-4-methoxypyridine-3-carbonitrile O[C@H]1[C@@H](CN(CC1)CC=1C=NN(C1)C1=CC(=C(C=N1)C#N)OC)C=1C(=C2COC(C2=CC1)=O)C